CN1N=C(N=N1)C=1C=CC=C(C1)O 5-(2-methyl-2H-1,2,3,4-tetrazol-5-yl)phenol